acetyl-3-oxoethyl-carbazol C(C)(=O)C1=CC(=CC=2C3=CC=CC=C3NC12)CC=O